4-[4-[[5-[2-methoxy-3-(1-methyl-1,2,4-triazol-3-yl)anilino]-6-(methylcarbamoyl)-1,2,4-triazin-3-yl]amino]pyrazol-1-yl]piperidine-1-carboxylic acid tert-butyl ester C(C)(C)(C)OC(=O)N1CCC(CC1)N1N=CC(=C1)NC=1N=NC(=C(N1)NC1=C(C(=CC=C1)C1=NN(C=N1)C)OC)C(NC)=O